C(C)N1C[C@@H](CC[C@@H]1C)OC=1C=C2CN(C(C2=CC1)=O)C1C(NC(CC1)=O)=O 3-(5-(((3r,6s)-1-ethyl-6-methylpiperidin-3-yl)oxy)-1-oxoisoindolin-2-yl)piperidine-2,6-dione